(4-bromo-2-isopropylphenyl)methanamine BrC1=CC(=C(C=C1)CN)C(C)C